2,3,4,6-tetra-O-benzoyl-β-D-glucopyranose C(C1=CC=CC=C1)(=O)O[C@H]1[C@H](O)O[C@@H]([C@H]([C@@H]1OC(C1=CC=CC=C1)=O)OC(C1=CC=CC=C1)=O)COC(C1=CC=CC=C1)=O